4,4'-methylenebis(cyclohexylamine) carbamate C(N)(O)=O.C(C1CCC(CC1)N)C1CCC(CC1)N